FC=1C(=C(C=C(C1)F)CC(=O)O)C(F)(F)F 3,5-difluoro-2-(trifluoromethyl)-phenylacetic acid